3-vinylpiperidine C(=C)C1CNCCC1